OOOCCCCCC(CC)N 9-trioxaundecaneamine